C1(CC1)S(=O)(=O)NC=1SC=C(N1)CNC(C1=C(C=C(C=C1)C1=NC(=CN=C1)C(F)(F)F)F)=O N-((2-(cyclopropanesulfonamido)thiazol-4-yl)methyl)-2-fluoro-4-(6-(trifluoromethyl)pyrazin-2-yl)benzamide